C(CCCCCCCC)C1=C(C(=CC(=C1)C)CCCCCCCCC)O 2,6-dinonyl-4-methylphenol